N-([1,1'-biphenyl]-4-yl)-4'-chloro-N-phenyl-[1,1'-biphenyl]-4-amine C1(=CC=C(C=C1)N(C1=CC=C(C=C1)C1=CC=C(C=C1)Cl)C1=CC=CC=C1)C1=CC=CC=C1